C1=C2C=C3C(=NC=4C=CC=CC34)C2=CC=C1 Indeno[1,2-b]Indole